ClC=1C(=NC(=NC1)NC1CCOCC1)C1=CC=C2CN(C(C2=C1)=O)CC(=O)NC1(CC(C1)(F)F)C 2-(6-{5-chloro-2-[(oxan-4-yl)amino]pyrimidin-4-yl}-1-oxo-2,3-dihydro-1H-isoindol-2-yl)-N-(3,3-difluoro-1-methyl-cyclobutyl)acetamide